CC1(OB(OC1(C)C)C=1C=NC=2CCN(CC2C1)C(=O)OC(C)(C)C)C tert-butyl 3-(4,4,5,5-tetramethyl-1,3,2-dioxaborolan-2-yl)-7,8-dihydro-5H-1,6-naphthyridine-6-carboxylate